(2S,3R,4R,5S,6R)-2-(aminomethyl)-6-(hydroxymethyl)tetrahydro-2H-pyran-3,4,5-triol NC[C@@H]1O[C@@H]([C@H]([C@@H]([C@H]1O)O)O)CO